C(C)(C)[C@@H]1CCC=2N1N=C(N2)C(=O)N[C@@H]2C(N(C=1N(CC2)N=CC1)C)=O (5S)-5-isopropyl-N-[(6S)-4-methyl-5-oxo-7,8-dihydro-6H-pyrazolo[1,5-a][1,3]diazepin-6-yl]-6,7-dihydro-5H-pyrrolo[1,2-b][1,2,4]triazole-2-carboxamide